FC(C=1N=CN(C1)CCCCN1C=NC(=C1)C(F)(F)F)(F)F 1,4-bis(4-(trifluoromethyl)-1H-imidazol-1-yl)butane